N-(3-Cyano-4-fluorophenyl)-8,11,11-trifluoro-8-(hydroxymethyl)-3,4,8,9,10,11-hexahydro-1H-pyrido[4',3':3,4]pyrazolo[1,5-a]azepine-2(7H)-carboxamide C(#N)C=1C=C(C=CC1F)NC(=O)N1CC=2C(=NN3C2C(CCC(C3)(CO)F)(F)F)CC1